C(#N)[C@@H](C)NC1=C(C=NC(=C1)C1=CC=C2N1N=CC(=C2)C#N)C2=NN=C(S2)C2CCC(CC2)NC(=O)C2CC2 N-((1R,4r)-4-(5-(4-(((R)-1-cyanoethyl)amino)-6-(3-cyanopyrrolo[1,2-b]pyridazin-7-yl)pyridin-3-yl)-1,3,4-thiadiazol-2-yl)cyclohexyl)cyclopropanecarboxamide